5-{[6-(2-fluoro-3-methoxyphenyl)pyridin-2-yl]oxy}-1,2-dihydropyridin-2-one FC1=C(C=CC=C1OC)C1=CC=CC(=N1)OC=1C=CC(NC1)=O